CC=1N(C(=CC1)C)CC1CCOCC1 2,5-dimethyl-1-((tetrahydro-2H-pyran-4-yl)methyl)-1H-pyrrol